6-amino-N-((5-(difluoromethyl)-2-pyridinyl)methyl)-N-(1-methyl-1H-pyrazol-4-yl)-8,9-dihydro-7H-cyclopenta[c][1,7]naphthyridine-2-carboxamide NC1=NC2=CN=C(C=C2C2=C1CCC2)C(=O)N(C=2C=NN(C2)C)CC2=NC=C(C=C2)C(F)F